BrC=1C(=NC(=NC1OC)N1CCC(CC1)NC(OC(C)(C)C)=O)C1=CC(=C(C=C1)C#N)F tert-butyl N-{1-[5-bromo-4-(4-cyano-3-fluorophenyl)-6-methoxypyrimidin-2-yl]piperidin-4-yl}carbamate